C(C)(C)(C)C=1C=C(CN(C(CN(S(=O)(=O)C2=C(C(=C(C(=C2F)F)F)Cl)F)CC2=C(C=CC=C2)C#N)=O)C2=C(C=C(C(=O)O)C=C2)OCC)C=C(C1)C1CC1 4-(N-(3-(tert-butyl)-5-cyclopropylbenzyl)-2-(3-chloro-N-(2-cyanobenzyl)-2,4,5,6-tetrafluorophenylsulfonamido)acetamido)-3-ethoxybenzoic acid